COC1=CC=C(C(=N1)C(C(=O)OC(C)(C)C)C(=O)OCC)[N+](=O)[O-] 1-tert-butyl 3-ethyl 2-(6-methoxy-3-nitropyridin-2-yl)malonate